C(C)(=O)N1[C@H]([C@H](CCC1)NS(=O)(=O)C)CO[C@@H]1CC[C@@H](CC1)C N-(cis-1-acetyl-2-(((cis-4-methylcyclohexyl)oxy)methyl)-piperidin-3-yl)methane-sulfonamide